(cis-3-aminocyclobutyl)methyl (S)-1-(4-fluorophenyl)-3,4-dihydroisoquinoline-2(1H)-carboxylate FC1=CC=C(C=C1)[C@@H]1N(CCC2=CC=CC=C12)C(=O)OC[C@@H]1C[C@@H](C1)N